Methyl methoxyisobutyrate COC(C(=O)OC)(C)C